tert-butyl (3R)-2-benzyl-3-(methoxymethyl)-1-(4-morpholinophenyl)-1,2,3,4-tetrahydro-9H-pyrido[3,4-b]indole-9-carboxylate C(C1=CC=CC=C1)N1C(C=2N(C3=CC=CC=C3C2C[C@@H]1COC)C(=O)OC(C)(C)C)C1=CC=C(C=C1)N1CCOCC1